[N+](=O)([O-])C=C1NC2=C(N1)C=CC=C2 2-(Nitromethylene)-2,3-dihydro-1H-benzo[d]imidazole